(2R,4R)-4-[[(2S)-2-amino-3-methyl-butanoyl]-methyl-amino]-2-(4-boronobutyl)pyrrolidine-2-carboxylic acid N[C@H](C(=O)N([C@@H]1C[C@@](NC1)(C(=O)O)CCCCB(O)O)C)C(C)C